N-PHENYL-PYRIDINE-2-CARBOXAMIDE C1(=CC=CC=C1)NC(=O)C1=NC=CC=C1